4-(4-phenoxynaphthalen-1-yl)piperidine O(C1=CC=CC=C1)C1=CC=C(C2=CC=CC=C12)C1CCNCC1